1-(3-(1-(4-chloro-2-fluorophenyl)piperidin-4-yl)-1-methyl-1H-1,2,4-triazol-5-yl)-N4,N4-dimethylbenzene-1,4-disulfonamide ClC1=CC(=C(C=C1)N1CCC(CC1)C1=NN(C(=N1)C1(CC=C(C=C1)S(=O)(=O)N(C)C)S(=O)(=O)N)C)F